CN(C)CC=1C=CC(=NC1)S(=O)(=O)Cl 5-((dimethylamino)methyl)pyridine-2-sulfonyl chloride